C(C=C)N1C(=CC=2C1=NC(=CC2)[C@@H](C)NC(CC2=CC(=CC=C2)C=C)=O)C2=NC1=C(N2C)C(=CC(=C1)C(=O)OC)OC (R)-methyl 2-(1-allyl-6-(1-(2-(3-vinylphenyl) acetamido) ethyl)-1H-pyrrolo[2,3-b]pyridin-2-yl)-7-methoxy-1-methyl-1H-benzo[d]imidazole-5-carboxylate